C(OOOC(C)(C)C)([O-])=O T-butylperoxy carbonate